O1C=NC=CC2=C1C=CC=C2 benzo[1,3]oxazepin